OC(=O)C(F)(F)F.C1CC12ON=CC2 4-oxa-5-azaspiro[2.4]hept-5-ene TFA salt